C(C)(C)(C)OC(NCC1=CC(=CC=C1)N1N=C(C=C1C(NC1=C(C=CC(=C1)C(CCC1CC1)(C=1C=NC=CC1)N)F)=O)C(F)(F)F)=O (-)-3-(5-(5-(1-amino-3-cyclopropyl-1-(pyridin-3-yl)propyl)-2-fluorophenylcarbamoyl)-3-(trifluoromethyl)-1H-pyrazol-1-yl)phenylmethylcarbamic acid tert-butyl ester